C(C)(=O)C1=NN(C2=CC=C(C=C12)C=1C=NC=2N(C1)N=C(C2)C)CC(=O)N2[C@@H](C[C@H](C2)F)C(=O)NC2=NC(=CC=C2)OC(F)F (2S,4R)-1-(2-(3-acetyl-5-(2-methylpyrazolo[1,5-a]pyrimidin-6-yl)-1H-indazol-1-yl)acetyl)-N-(6-(difluoromethoxy)pyridin-2-yl)-4-fluoropyrrolidine-2-carboxamide